ClC(C(=O)N1C(OCC1)(C)C)Cl 3-dichloroacetyl-2,2-dimethyl-oxazolidine